FC=1C=C2C(=NNC2=CC1F)C1=NC2=CC(=C(C=C2C=C1)F)C=1OC=NN1 2-(2-(5,6-difluoro-1H-indazol-3-yl)-6-fluoroquinolin-7-yl)-1,3,4-oxadiazole